(S)-7-(2-((2-ethyl-4-(4-(2-hydroxyethyl)-2-methylpiperazin-1-yl)phenyl)amino)-5-(trifluoromethyl)pyrimidin-4-yl)-4-methyl-3,4-dihydrothieno[2,3-f][1,4]thiazepin-5(2H)-one 1,1-dioxide C(C)C1=C(C=CC(=C1)N1[C@H](CN(CC1)CCO)C)NC1=NC=C(C(=N1)C1=CC2=C(C(N(CCS2(=O)=O)C)=O)S1)C(F)(F)F